(S)-2-((1-hydroxypropan-2-yl)amino)-5-(5-(isoxazol-3-ylcarbamoyl)-2-methylphenyl)-N,N-dimethylnicotinamide OC[C@H](C)NC1=C(C(=O)N(C)C)C=C(C=N1)C1=C(C=CC(=C1)C(NC1=NOC=C1)=O)C